P(=O)(F)(F)F.[Fe].[Na] Sodium iron trifluorophosphate